(5RS,7RS)-2-{[3-Chloro-5-(trifluoromethyl)pyridin-2-yl]methyl}-3-oxo-7-(trifluoromethyl)-2,3,5,6,7,8-hexahydro[1,2,4]triazolo[4,3-a]pyridin ClC=1C(=NC=C(C1)C(F)(F)F)CN1N=C2N(CC[C@H](C2)C(F)(F)F)C1=O |r|